3-(dimethylamino)propanenitrile CN(CCC#N)C